P(=O)(OCOC1=NN2C(C=CC=C2)=C1C(NC1=C(C(=C(C(=C1F)F)C1=CC=CC=C1)F)F)=O)(O)O ((3-((2,3,5,6-Tetrafluoro-[1,1'-biphenyl]-4-yl)carbamoyl)pyrazolo[1,5-a]pyridin-2-yl)oxy)methyl dihydrogen phosphate